2-amino-6-azido-1-hexanoic acid NC(C(=O)O)CCCCN=[N+]=[N-]